CN(C=1C=CC(=NC1)N1CCN(CC1)C1=CC=C(C=C1)NC(C1=CC=C(C=C1)OC)=O)C N-(4-(4-(5-(Dimethylamino)pyridin-2-yl)piperazin-1-yl)phenyl)-4-methoxybenzamid